ethyl 1-(4-(tert-butyl) phenyl)-5-hydroxy-2-methyl-4-(piperidin-1-ylmethyl)-1H-indole-3-carboxylate C(C)(C)(C)C1=CC=C(C=C1)N1C(=C(C2=C(C(=CC=C12)O)CN1CCCCC1)C(=O)OCC)C